5-benzyl-2-methyl-4,5,6,7-tetrahydropyrazolo[1,5-a]pyrazine-3-carboxylic acid methyl ester COC(=O)C=1C(=NN2C1CN(CC2)CC2=CC=CC=C2)C